BrC=1C=CC=2C=3C=C4C(=CC3C(C2C1)(CCCCCCCC)CCCCCCCC)C1=CC=C(C=C1C4(C4=CC=C(C=C4)C(C)(C)C)C4=CC=C(C=C4)C(C)(C)C)Br 2,8-dibromo-6,6-bis-(4-tert-butyl-phenyl)-12,12-dioctyl-6,12-dihydro-indeno[1,2-b]Fluorene